6-bromoisoquinoline-1-d-3-amine BrC=1C=C2C=C(N=C(C2=CC1)[2H])N